N[C@H](C(=O)NC1=CC=C(C=C1)C=1C(=NN(C1C)COCC[Si](C)(C)C)C)[C@H](CC1(CC1)C)C1CC1 (2S,3R)-2-amino-3-cyclopropyl-N-[4-[3,5-dimethyl-1-(2-trimethylsilylethoxymethyl)pyrazol-4-yl]phenyl]-4-(1-methylcyclopropyl)butanamide